N-(5-hydroxy-pyridin-2-yl)-4'-methoxy-biphenyl-4-carboxamide OC=1C=CC(=NC1)NC(=O)C1=CC=C(C=C1)C1=CC=C(C=C1)OC